5-(dimethylamino)nicotinamide CN(C=1C=NC=C(C(=O)N)C1)C